(±)-1-Fluoro-N-(1-methyl-1H-indazol-3-yl)-6,7,8,9-tetrahydro-5H-5,8-epiminocyclohepta[c]pyridine-10-carboxamide FC1=NC=CC2=C1CC1CCC2N1C(=O)NC1=NN(C2=CC=CC=C12)C